[NH+]1=CC(=CC=C1)C(=O)O[C@H]1O[C@@H]([C@H]([C@H]1O)O)CO ((2R,3R,4S,5R)-3,4-dihydroxy-5-(hydroxymethyl)tetrahydrofuran-2-yl) pyridine-1-ium-3-carboxylate